4-Bromo-2-chloro-5-methylbenzoic acid methyl ester COC(C1=C(C=C(C(=C1)C)Br)Cl)=O